ClC1=CC=C(C=C1)C=1C=C(C(N(N1)C=1C=NNC1)=O)C(=O)N[C@H](C)C(C)(C)O 6-(4-Chlorophenyl)-N-[(2R)-3-hydroxy-3-methylbutan-2-yl]-3-oxo-2-(1H-pyrazol-4-yl)-2,3-dihydropyridazine-4-carboxamide